((5-bromothiophen-2-yl)sulfonyl)-2-chloro-4-(trifluoromethyl)benzamide BrC1=CC=C(S1)S(=O)(=O)C=1C(=C(C(=O)N)C=CC1C(F)(F)F)Cl